methyl 3-[2-[3-aminopropyl(benzyloxycarbonyl)amino]ethyl-(6-chloro-4-quinolyl)amino]benzoate NCCCN(CCN(C=1C=C(C(=O)OC)C=CC1)C1=CC=NC2=CC=C(C=C12)Cl)C(=O)OCC1=CC=CC=C1